Cl.Cl.CC1(OC2=C(C1)C=CC(=C2)C(C)N2CCNCC2)C 1-(1-(2,2-dimethyl-2,3-dihydrobenzofuran-6-yl)ethyl)piperazine dihydrochloride